ClC=1C=CC=2NCCN(CC2N1)C 7-chloro-4-methyl-2,3,4,5-tetrahydro-1H-pyrido[3,2-e][1,4]diazepine